FC1=C(C=C(C=C1)[C@H]1OC2=CC=CC=C2C[C@H]1O)OC (2R,3R)-2-(4-fluoro-3-methoxyphenyl)chroman-3-ol